2,2'-(octylimino)bis[ethanol] C(CCCCCCC)N(CCO)CCO